CC1(NC=CC(=C1)C(=O)N[C@@H]1[C@H](C1)C)C(=O)N 2-methyl-N4-((1S,2S)-2-methylcyclopropyl)pyridine-2,4-dicarboxamide